N-(2-chloro-5-(3-(4-(trifluoromethyl)phenyl)-1H-pyrazolo[3,4-b]pyridin-1-yl)phenyl)acrylamide ClC1=C(C=C(C=C1)N1N=C(C=2C1=NC=CC2)C2=CC=C(C=C2)C(F)(F)F)NC(C=C)=O